ethyl 1-(2,2-diethoxyethyl)-5,5-dimethyl-1,4,5,6-tetrahydrocyclopenta[b]pyrrole-2-carboxylate C(C)OC(CN1C2=C(C=C1C(=O)OCC)CC(C2)(C)C)OCC